Cl.C1CNCCC12CCNCC2.FC=2C=C(COCC1=CC(=CC=C1)F)C=CC2 m-fluorobenzyl ether compound with 3,9-diazaspiro[5.5]undecane hydrochloride